4-({5-[(4R)-4-ethyl-2,5-dioxo-1-imidazolidinyl]-2-pyridinyl}oxy)-2-[(1-methylethyl)oxy]benzonitrile C(C)[C@H]1NC(N(C1=O)C=1C=CC(=NC1)OC1=CC(=C(C#N)C=C1)OC(C)C)=O